OCC(C)(C)NC(OC(C)(C)C)=O tert-butyl (1-hydroxy-2-methylpropan-2-yl)carbamate